C1(CC1)C=1SC2=C(N(C(N=C2N(C)C)=O)C=2C=C(C(=O)NC3=C(C=CC=C3F)F)C=CC2)N1 3-[2-cyclopropyl-7-(dimethylamino)-5-oxo-[1,3]thiazolo[4,5-d]pyrimidin-4-yl]-N-(2,6-difluorophenyl)benzamide